tris(diphenyl-phosphinic acid) aluminum salt [Al+3].C1(=CC=CC=C1)P([O-])(=O)C1=CC=CC=C1.C1(=CC=CC=C1)P([O-])(=O)C1=CC=CC=C1.C1(=CC=CC=C1)P([O-])(=O)C1=CC=CC=C1